BrC1=CC2=C(N=CN(C2=O)CC2(CCN(CC2)C(=O)C2(CC2)C)O)N1C1=CC=CC=C1 6-Bromo-3-((4-hydroxy-1-(1-methylcyclopropanecarbonyl)piperidin-4-yl)methyl)-7-phenyl-3H-pyrrolo[2,3-d]pyrimidin-4(7H)-one